NC(C[C@H](C(=O)NCCN(C(OC)=O)C)NC(CCCCCCCCCCCCC)=O)=O Methyl (R)-(2-(4-amino-4-oxo-2-tetradecanamidobutanamido)ethyl)(methyl)carbamate